N,N'-dicyclohexylnaphthalenedicarboxamide C1(CCCCC1)NC(=O)C=1C(=CC=C2C=CC=CC12)C(=O)NC1CCCCC1